C1(=CC=C(C=C1)C=1CC(=CNC1)C(=O)N)C 5-(p-tolyl)-1,4-dihydropyridine-3-carboxamide